O=C(OCC1=CC=CC=C1)CCCCCCCCCCCCC(NCCOCCOCCOCCC(=O)O)=O 3,16-dioxo-1-phenyl-2,20,23,26-tetraoxa-17-azanonacosan-29-oic acid